COC1=C(C(=O)OCC)C=CC=C1 ethyl 2-methoxybenzoate